N1(CCCC1)CCNC(=O)C1=CC=C(C=C1)C1(NNC(=N1)N)N 3-(4-((2-pyrrolidin-1-ylethyl)aminocarbonyl)phenyl)-1H-1,2,4-triazole-3,5-diamine